C(CCCCCCC\C=C/CCCCCCCC)(=O)SCCNC(CCNC([C@@H](C(COP(OP(OC[C@@H]1[C@H]([C@H]([C@@H](O1)N1C=NC=2C(N)=NC=NC12)O)OP(=O)(O)O)(=O)O)(=O)O)(C)C)O)=O)=O Oleoyl-Coenzyme A